(2R)-N-[4-(7,7-dimethyl-4-oxo-3-phenyl-4,5,6,7-tetrahydro-1H-pyrrolo[3,2-c]pyridin-2-yl)pyridin-2-yl]-2-(4-fluorophenyl)propanamide CC1(C2=C(C(NC1)=O)C(=C(N2)C2=CC(=NC=C2)NC([C@H](C)C2=CC=C(C=C2)F)=O)C2=CC=CC=C2)C